FC(S(=O)(=O)O)(F)F.CN1C=NC=C1 3-methylimidazole trifluoromethanesulfonate salt